C(C)(C)(C)OC(=O)N1CCC2(CC(C2)N2[C@@H](CCC2)C2=C(C=CC=C2)CC)CC1 (S)-2-(2-(2-ethylphenyl)pyrrolidin-1-yl)-7-azaspiro[3.5]nonane-7-carboxylic acid tert-butyl ester